5-(2,3-dichloro-6-methoxyphenyl)-3-ethyl-2-methyl-2,4-dihydropyran ClC1=C(C(=CC=C1Cl)OC)C=1CC(C(OC1)C)CC